NC([C@H](C[C@H]1C(NCC1)=O)NC(=O)[C@@H]1C2C([C@H]2CN1C(=O)C=1NC2=CC=CC(=C2C1)OC)(C)C)=O (2S,5S)-N-[(1S)-2-amino-2-oxo-1-[[(3S)-2-oxopyrrolidin-3-yl]methyl]ethyl]-3-(4-methoxy-1H-indole-2-carbonyl)-6,6-dimethyl-3-azabicyclo[3.1.0]hexane-2-carboxamide